OC1(CC(C1)N1N=CC(=C1)C(=O)N)C 1-((1r,3r)-3-hydroxy-3-methylcyclobutyl)-1H-pyrazole-4-carboxamide